ClC(C(O)=N)(Cl)Cl.C(C1=CC=CC=C1)[C@@]1([C@@H](O)O[C@@H]([C@]([C@@]1(O)CC1=CC=CC=C1)(O)CC1=CC=CC=C1)COCC1=CC=CC=C1)O 2,3,4,6-O-tetrabenzyl-α-D-glucose trichloroacetimidate